ClC1(CC=CC=C1)P1(C=CCC1)=O 1-chlorophenyl-1-oxophospholene